naphthalen-1-yl (1r,4r)-6-(4-(1H-imidazol-1-yl) phenyl)-5-(4-hydroxyphenyl)-7-oxabicyclo[2.2.1]hept-5-ene-2-sulfonate N1(C=NC=C1)C1=CC=C(C=C1)C1=C([C@H]2CC([C@@H]1O2)S(=O)(=O)OC2=CC=CC1=CC=CC=C21)C2=CC=C(C=C2)O